2,2-bis(4-(3,4-dicarboxyphenoxy)phenyl)hexafluoropropane C(=O)(O)C=1C=C(OC2=CC=C(C=C2)C(C(F)(F)F)(C(F)(F)F)C2=CC=C(C=C2)OC2=CC(=C(C=C2)C(=O)O)C(=O)O)C=CC1C(=O)O